(R)-1-(7-Fluoro-1H-indole-2-carbonyl)-3,3-dimethyl-N-((S)-1-oxo-3-((S)-2-oxopyrrolidin-3-yl)propan-2-yl)-1,3-azasilolidine-5-carboxamide FC=1C=CC=C2C=C(NC12)C(=O)N1C[Si](C[C@H]1C(=O)N[C@H](C=O)C[C@H]1C(NCC1)=O)(C)C